FC(OC1=C(C=C(C(=C1)N(C)CCN(C)C)[N+](=O)[O-])NC=O)F N-(2-(difluoromethoxy)-4-((2-(dimethylamino)ethyl)(methyl)amino)-5-nitrophenyl)formamide